FC(S(=O)(=O)OC1=CC(=CC2=CC=CC(=C12)CC)OCOC)(F)F 8-ethyl-3-(methoxymethoxy)naphthalen-1-yl trifluoromethanesulfonate